C/C(/C(=O)C=1SC(=CC1)C)=C\C (E)-2-methyl-1-(5-methylthiophen-2-yl)but-2-en-1-one